((1R,5S,6R)-3-(9,9-difluoro-2-((S)-2-methylazetidin-1-yl)-6,7,8,9-tetrahydro-5H-cyclohepta[d]pyrimidin-4-yl)-3-azabicyclo[3.1.0]hex-6-yl)acetic acid FC1(CCCCC2=C1N=C(N=C2N2C[C@@H]1C([C@@H]1C2)CC(=O)O)N2[C@H](CC2)C)F